CC1N=C(CC1)C=1C=C(C=CC1)C 2-methyl-5-(m-tolyl)-3,4-dihydro-2H-pyrrole